C(C1=CC=CC=C1)OC(C(=O)NNC(=O)C1=NC=C(C=C1[N+](=O)[O-])C(F)(F)F)(CCC=C)C(F)(F)F N'-[2-benzyloxy-2-(trifluoromethyl)hex-5-enoyl]-3-nitro-5-(trifluoromethyl)pyridine-2-carbohydrazide